methyl iodide CI